1-(3-(2-(tert-butylsulfonyl)-5-oxo-7,8-dihydropyrido[4,3-d]pyrimidin-6(5H)-yl)propionamido)-3,6,9,12-tetraoxapentadecan-15-amide C(C)(C)(C)S(=O)(=O)C=1N=CC2=C(N1)CCN(C2=O)CCC(=O)NCCOCCOCCOCCOCCC(=O)N